NC=1C=CC(=C(C1)S(=O)(=O)N=CN(C)C)C=1C=NC=C(C1)C(F)(F)F 5-Amino-N-[(dimethylamino)methylene]-2-[5-(trifluoromethyl)pyridin-3-yl]benzene-sulfonamide